C(C)(C)N1N=C(C2=C1NC(NC2=O)(C)C)C2=CC(=C(C=C2)CC(=O)NC2=NOC(=C2)C2(CCCC2)C)OC 2-[4-(1-Isopropyl-6,6-dimethyl-4-oxo-5,7-dihydropyrazolo[3,4-d]pyrimidin-3-yl)-2-methoxy-phenyl]-N-[5-(1-methylcyclopentyl)isoxazol-3-yl]acetamide